2-(3-fluoro-4-(((5-fluoro-6-(2-(2-fluoro-4-(trifluoromethyl)phenyl)pyrrolidin-1-yl)-pyrimidin-4-yl)amino)methyl)piperidin-1-yl)acetamide FC1CN(CCC1CNC1=NC=NC(=C1F)N1C(CCC1)C1=C(C=C(C=C1)C(F)(F)F)F)CC(=O)N